[Na].C(C)(C)C1C(=C(C(O1)=O)O)O 5-isopropyl-3,4-dihydroxy-2(5H)-furanone sodium salt